2,7-bis(4-methoxyphenyl)spiro[fluorene-9,9'-xanthene] COC1=CC=C(C=C1)C1=CC2=C(C=C1)C1=CC=C(C=C1C21C2=CC=CC=C2OC=2C=CC=CC12)C1=CC=C(C=C1)OC